(2R)-2-[2,5-dimethyl-4-(1-tetrahydropyran-2-yl-3-vinyl-pyrazolo[3,4-c]pyridin-5-yl)pyrazol-3-yl]oxy-N-methyl-propan-1-amine CN1N=C(C(=C1O[C@@H](CNC)C)C=1C=C2C(=CN1)N(N=C2C=C)C2OCCCC2)C